CC(=C)C1=CC=C(C=C1)SC 1-(1-methyl-vinyl)-4-(methylthio)benzene